C(C)(=O)OCC1=CC=C(C=C1)N1C(=NC=2C1=NC(=CC2)C#N)C=2C(=NC=CC2)N 4-(2-(2-aminopyridin-3-yl)-5-cyano-3H-imidazo[4,5-b]pyridin-3-yl)benzyl acetate